C(C)(C)(C)NC(C1=C(C(=CC=C1I)OC)Cl)=O N-tert-butyl-2-chloro-6-iodo-3-methoxy-benzamide